C(C(C)C)C1CC(=O)NC(C1)=O L-3-isobutylglutarimide